O[C@@H](C)C=1N(C=CN1)CC1=NOC(=C1)C1=CC=C(C=C1)C#CC=1C=CC(=NC1)CNCC(=O)O (S)-((5-((4-(3-((2-(1-hydroxyethyl)-1H-imidazol-1-yl)methyl)isoxazol-5-yl)phenyl)ethynyl)pyridin-2-yl)methyl)glycine